C(C1=CC=CC=C1)OC=1N=C(C(=NC1)Br)Cl 5-benzyloxy-2-bromo-3-chloro-pyrazine